ClC1=C(OC=2C=CC(=C(C(=O)O)C2)[N+](=O)[O-])C=CC(=C1)C(F)(F)F 5-(2-chloro-4-(trifluoromethyl)phenoxy)-2-nitrobenzoic acid